C(#N)[C@H](C[C@H]1C(NCCC1)=O)NC([C@H](CC1CC1)NC([C@@H](CC1=CC=C(C=C1)F)C1(NC=CN=C1)C(=O)N)=O)=O (1S)-2-[[(1S)-2-[[(1S)-1-cyano-2-[(3S)-2-oxo-3-piperidyl]ethyl]amino]-1-(cyclopropylmethyl)-2-oxo-ethyl-amino]-1-[(4-fluorophenyl)methyl]-2-oxo-ethyl]pyrazine-2-carboxamide